N=1N=CN2C1C=C(C=C2)C2=NC(=CC=C2C2=CN=C(O2)CC(C)(C)C)C(F)F 5-(2-([1,2,4]Triazolo[4,3-a]pyridin-7-yl)-6-(difluoromethyl)pyridin-3-yl)-2-neopentyloxazol